FC(OC=1C=CC(=NC1)C=1C=C2C=C(C(N(C2=NC1)CCN1CCOCC1)=O)C(=O)O)F 6-(5-(difluoromethoxy)pyridin-2-yl)-1-(2-morpholinoethyl)-2-oxo-1,2-dihydro-1,8-naphthyridine-3-carboxylic acid